O=C1NC(CCC1N1C(N(C2=C1C=CC(=C2)CCCOCC(=O)O)C)=O)=O 2-[3-[1-(2,6-dioxopiperidin-3-yl)-3-methyl-2-oxo-2,3-dihydro-1H-1,3-benzodiazol-5-yl]propoxy]acetic acid